C(C)(C)NC1=NN2C(C=N1)=C(C=C2)C2=CC=C1C(=N2)N(C(=N1)C)CCOC N-isopropyl-5-(3-(2-methoxyethyl)-2-methyl-3H-imidazo[4,5-b]pyridin-5-yl)pyrrolo[2,1-f][1,2,4]triazin-2-amine